(3R)-3-(4-Chlorophenyl)-2-[(5-chloropyridin-2-yl)methyl]-6-[1-(1,2-dimethyl-1H-imidazol-4-yl)-1-hydroxyethyl]-4-fluoro-3-[(1-hydroxycyclopropyl)methoxy]-2,3-dihydro-1H-isoindol-1-on ClC1=CC=C(C=C1)[C@@]1(N(C(C2=CC(=CC(=C12)F)C(C)(O)C=1N=C(N(C1)C)C)=O)CC1=NC=C(C=C1)Cl)OCC1(CC1)O